CC1=C(C(=CC(=C1)C#CC)C)C=1C(NC2(C1O)CC(CCC2)OCCC)=O 3-[2,6-dimethyl-4-(prop-1-yn-1-yl)phenyl]-4-hydroxy-7-propoxy-1-azaspiro[4.5]dec-3-en-2-one